(S)-(Tetrahydrofuran-2-yl)methyl Methanesulfonate CS(=O)(=O)OC[C@H]1OCCC1